C1(CCCC1)C=1N=C2N(C=C(C=C2)OC\C(\CNC(OCCCC)=O)=C/F)C1 butyl (Z)-(2-(((2-cyclopentylimidazo[1,2-a]pyridin-6-yl)oxy)methyl)-3-fluoroallyl)carbamate